tert-butyl (S)-(1-(((1H-indol-4-yl)methyl)amino)-1-oxopropan-2-yl)carbamate N1C=CC2=C(C=CC=C12)CNC([C@H](C)NC(OC(C)(C)C)=O)=O